NC1=NC=C(C=C1)N amino-5-aminopyridine